2-chloro-4-formyl-6-methoxybenzoic acid methyl ester COC(C1=C(C=C(C=C1OC)C=O)Cl)=O